C(C1=CC=CC=C1)NC1=CC=C(OC2=CC=C(C=C2)O)C=C1 4-(4-(Benzylamino)phenoxy)phenol